(S)-7-(4-(5-fluoro-2-((tetrahydro-2H-pyran-4-yl)oxy)phenyl)piperidin-1-yl)-N-hydroxy-5-oxa-2-azaspiro[3.4]octane-2-carboximidamide FC=1C=CC(=C(C1)C1CCN(CC1)[C@@H]1COC2(CN(C2)C(NO)=N)C1)OC1CCOCC1